O=C1NC(CCC1N1C(C2=CC=C(C=C2C1=O)N1CCN(CC1)CCCOC1CC(C1)OC1=NC=C(C=C1)C=1C=CC=2C3=C(N(C2C1)C)C=CN=C3)=O)=O 2-(2,6-dioxopiperidin-3-yl)-5-(4-(3-((1r,3r)-3-((5-(5-methyl-5H-pyrido[4,3-b]indol-7-yl)pyridin-2-yl)oxy)cyclobutoxy)propyl)piperazin-1-yl)isoindoline-1,3-dione